decanyl valerate C(CCCC)(=O)OCCCCCCCCCC